2-chloro-6,7-dihydrospiro[cyclopenta[e]pyrazolo[1,5-a]pyrimidine-8,2'-oxetane]-6-carboxylic acid ClC1=NN2C(N=CC3=C2C2(OCC2)CC3C(=O)O)=C1